BrCC1=CC=C(C=N1)C=1OC(=NN1)C(F)F 2-[6-(bromomethyl)pyridin-3-yl]-5-(difluoromethyl)-1,3,4-oxadiazole